hafnium (III) bromide [Br-].[Hf+3].[Br-].[Br-]